N,N-diisopropyl-O-benzoylhydroxylamine C(C)(C)N(OC(C1=CC=CC=C1)=O)C(C)C